FC=1C=C(C=C(C1[C@H]1N([C@@H](CC2=C1NC1=CC(=CC=C21)F)C)CC(F)(F)F)F)N[C@@H]2CN(CC2)CCCF (S)-N-(3,5-difluoro-4-((1R,3R)-7-fluoro-3-methyl-2-(2,2,2-trifluoroethyl)-2,3,4,9-tetrahydro-1H-pyrido[3,4-b]indol-1-yl)phenyl)-1-(3-fluoropropyl)pyrrolidin-3-amine